N1CCC(CC1)C(=O)N1C2C3=C(C(CC1)C2)C=CC(=C3)C3=CC(=CC=C3)OC(F)(F)F Piperidin-4-yl(8-(3-(trifluoromethoxy)phenyl)-1,3,4,5-tetrahydro-2H-1,5-methanobenzo[c]azepin-2-yl)methanone